C(C)[C@H]1P([C@@H](CC1)CC)CCP1[C@@H](CC[C@H]1CC)CC (+)-1,2-bis[(2R,5R)-2,5-diethylphospholanyl]ethane